C12CC(CC(CC1)N2)OC=2C=C1C(=NC=NC1=CC2OC)NC2=CC(=C(C=C2)OC2=CC=1N(C=C2)N=CN1)C 6-((8-Azabicyclo[3.2.1]octan-3-yl)oxy)-N-(4-([1,2,4]triazolo[1,5-a]pyridin-7-yloxy)-3-meth-ylphenyl)-7-methoxyquinazolin-4-amine